C(C1=CC=CC=C1)OC=1C2=C(C=NC1C(=O)OC)C=NN2C2=CC=C(C=C2)Cl methyl 7-(benzyloxy)-1-(4-chlorophenyl)-1H-pyrazolo[4,3-c]pyridine-6-carboxylate